C1(=CC=CC=C1)[C@H]([C@H]1CNC2=C(N1)N=CC=C2)NCCC=2C=C(C=C(C2)C(F)(F)F)CC(=O)O 2-(3-(2-(((R)-phenyl((R)-1,2,3,4-tetrahydropyrido[2,3-b]pyrazin-3-yl)methyl)amino)ethyl)-5-(trifluoromethyl)phenyl)acetic acid